ClC1=C(CNC(=O)[C@H]2N(C(CC2)=O)C(=O)NCC2=CC(=C(C=C2)Cl)Cl)C=CC(=C1)Cl (S)-N2-(2,4-dichlorobenzyl)-N1-(3,4-dichlorobenzyl)-5-oxopyrrolidine-1,2-dicarboxamide